tert-Butyl 6-((6-fluoro-5-methylpyridin-2-yl)methyl)-2-azaspiro[3.3]heptane-2-carboxylate FC1=C(C=CC(=N1)CC1CC2(CN(C2)C(=O)OC(C)(C)C)C1)C